(2-tert-Butyl-phenyl)-carbamic acid 8-((R)-2,3-dihydroxy-propoxy)-6,6-dimethyl-11-oxo-6,11-dihydro-benzo[b]naphtho[2,3-d]furan-3-yl ester O[C@@H](COC=1C=C2C(C3=C(C4=C(O3)C=C(C=C4)OC(NC4=C(C=CC=C4)C(C)(C)C)=O)C(C2=CC1)=O)(C)C)CO